CC=1OC2=C(C1C(=O)NC1COCC1)C=C(C=C2)OCC=2C(=NC=CC2)C(F)(F)F 2-methyl-N-(tetrahydrofuran-3-yl)-5-((2-(trifluoromethyl)pyridin-3-yl)methoxy)benzofuran-3-carboxamide